FC1=C(C=NN1)C=1C=C(C(=NC1)C1=CN=C(N=N1)N(C1CC(NC(C1)(C)C)(C)C)C)O 5-(5-Fluoro-1H-Pyrazol-4-yl)-2-{3-[Methyl(2,2,6,6-Tetramethylpiperidin-4-yl)Amino]-1,2,4-Triazin-6-yl}Pyridin-3-ol